COC=1C=C(C=C(C1)OC)C1(NC=C(C(=N1)NC1=CC=C2CCNCC2=C1)C=1C=NN(C1)CCC)N 2-(3,5-dimethoxyphenyl)-5-(1-propyl-1H-pyrazol-4-yl)-N4-(1,2,3,4-tetrahydroisoquinolin-7-yl)pyrimidine-2,4-diamine